p-Dimethylaminobenzaldehyd CN(C1=CC=C(C=O)C=C1)C